2,N-dicyclohexyl-2-[2-(3-trifluoromethoxy-phenyl)-benzimidazol-1-yl]-acetamide C1(CCCCC1)C(C(=O)NC1CCCCC1)N1C(=NC2=C1C=CC=C2)C2=CC(=CC=C2)OC(F)(F)F